pentyl α-methyldimethoxysilylpropionate C[Si](C(C(=O)OCCCCC)C)(OC)OC